CC1=NC=C(C(=C1)C1=CC=2N(C=C1)N=C(C2)NC=2N=NC=CC2)OC[C@@H]2CN[C@@H](CO2)C 5-[2-methyl-5-[[(2S,5R)-5-methylmorpholin-2-yl]methoxy]-4-pyridyl]-N-pyridazin-3-yl-pyrazolo[1,5-a]pyridin-2-amine